N=1C=NN2C=NC(=CC21)OC2=C(C=C(C=C2)NC2=NC=NC1=CC=C(C(=C21)N2[C@H]1CCN([C@H]1C2)C)OC(F)F)C N-(4-([1,2,4]triazolo[1,5-c]pyrimidin-7-yloxy)-3-methylphenyl)-6-(difluoromethoxy)-5-((1S,5S)-2-methyl-2,6-diazabicyclo[3.2.0]heptan-6-yl)quinazolin-4-amine